tert-butyl N-(1,2,3,4-tetrahydroisoquinoline-5-carbonyl)-L-methionylglycyl-N6-[(benzyloxy)carbonyl]-L-lysinate mono(trifluoroacetate) FC(C(=O)O)(F)F.C1NCCC=2C(=CC=CC12)C(=O)N[C@@H](CCSC)C(=O)NCC(=O)N[C@@H](CCCCNC(=O)OCC1=CC=CC=C1)C(=O)OC(C)(C)C